iodo-N,N-dimethyl-[1,1'-biphenyl]-4-amine IC1=C(C=CC(=C1)N(C)C)C1=CC=CC=C1